1-(4-methoxycyclohexyl)-8-(1-methyl-1H-pyrazol-4-yl)-3H-pyrrolo[2,3-c]isoquinoline COC1CCC(CC1)C1=CNC=2N=CC=3C=CC(=CC3C21)C=2C=NN(C2)C